1-(5-((4-chloro-5-(trifluoromethyl)pyrimidin-2-yl)amino)-6-fluoroisoindolin-2-yl)-2,2,2-trifluoroethan-1-one ClC1=NC(=NC=C1C(F)(F)F)NC=1C=C2CN(CC2=CC1F)C(C(F)(F)F)=O